O[C@@H]1[C@@H]([C@@H]([C@H]([C@H]2OCO[C@H]21)O)O)[NH3+] (3aS,4R,5R,6S,7R,7aR)-4,6,7-trihydroxyhexahydro-2H-1,3-benzodioxol-5-aminium